18-E-7-methyl-8-nitro-6H-isochromeno[3,4-c]pyridine CC1=C(C=CC2=C1COC1=CN=CC=C12)[N+](=O)[O-]